(R)-N-(1,2,3,4-tetrahydronaphthalen-1-yl)acetamide [C@H]1(CCCC2=CC=CC=C12)NC(C)=O